CC1=CC=C(C=N1)OCCCCN 4-((6-methylpyridin-3-yl)oxy)butan-1-amine